oxochola-4,6-dienoate O=C(C(=O)[O-])C[C@@H](C)[C@H]1CC[C@H]2[C@@H]3C=CC4=CCCC[C@]4(C)[C@H]3CC[C@]12C